dimethyl 2-methylfumarate C/C(/C(=O)OC)=C\C(=O)OC